OC1CN(CC1)CCC(=O)N(CCCCCCCC(=O)OCCCC(CCCCC)CCCCC)CCCCCCCC(=O)OCCCC(CCCCC)CCCCC bis(4-pentylnonyl) 8,8'-((3-(3-hydroxypyrrolidin-1-yl)propanoyl) azanediyl)dioctanoate